Ethyl 2-((benzo[b]thiophen-7-ylthio) methyl)-4-fluorobenzoate S1C2=C(C=C1)C=CC=C2SCC2=C(C(=O)OCC)C=CC(=C2)F